4-[[3-(2,6-difluoro-phenyl)-8-oxo-7H-2,7-naphthyridin-1-yl]amino]-N-ethyl-benzamide FC1=C(C(=CC=C1)F)C=1N=C(C=2C(NC=CC2C1)=O)NC1=CC=C(C(=O)NCC)C=C1